(1s,4s)-4-((3-amino-6-(2-hydroxyphenyl)pyridazin-4-yl)ethynyl)cyclohexane-1-carbaldehyde NC=1N=NC(=CC1C#CC1CCC(CC1)C=O)C1=C(C=CC=C1)O